C(=CC)N1C[C@H](CC1)N1N=C(C(=C1NC)C(=O)N)C#CC1=CC(=CC(=C1)OC)OC (S)-1-(1-propenylpyrrolidin-3-yl)-3-((3,5-dimethoxyphenyl)ethynyl)-5-(methylamino)-1H-pyrazole-4-carboxamide